OC=1C(=C(C2=CC3=CC4=CC=CC=C4C=C3C=C2C1)C#N)C1=CC=NN1C1OCCCC1 3-hydroxy-2-(1-(tetrahydro-2H-pyran-2-yl)-1H-pyrazol-5-yl)-1-naphthacene-nitrile